2-(5-fluoro-1H-indol-3-yl)ethan-1-aminium chloride [Cl-].FC=1C=C2C(=CNC2=CC1)CC[NH3+]